C(C)S(=O)(=O)NC1=CC(=C(C=C1)C1=NNC(=C1C(=O)N)NC1=NC=CN=C1)OCC1=CC(=CC=C1)F 3-(4-(ethylsulfonamido)-2-((3-fluorobenzyl)oxy)phenyl)-5-(pyrazin-2-ylamino)-1H-pyrazole-4-carboxamide